NC(=C)C(CCCCCCCCCCCCCCC)O 2-amino-octadecene-3-ol